3-Iodo-1-propanol ICCCO